N1CCC(CC1)CCOCC1CCNCC1 4-((2-(piperidin-4-yl)ethoxy)methyl)piperidine